BrC1=CC=C(C=C1)N1C(C=CC1=O)=O N-(4-bromophenyl)maleimide